4-(Benzyloxy)-6,8-difluoro-2-(((2R,7aS)-2-fluorotetrahydro-1H-pyrrolizin-7a(5H)-yl)methoxy)quinazolin-7-yl-5-ethyl-6-fluoronaphthalen-2-ol C(C1=CC=CC=C1)OC1=NC(=NC2=C(C(=C(C=C12)F)C1=C(C=CC2=C(C(=CC=C12)F)CC)O)F)OC[C@]12CCCN2C[C@@H](C1)F